5-[[2-[(2S,5R)-2-cyclopentyl-5-methyl-1-piperidyl]-2-oxo-acetyl]amino]-2-methoxy-pyridine-3-carboxamide C1(CCCC1)[C@H]1N(C[C@@H](CC1)C)C(C(=O)NC=1C=C(C(=NC1)OC)C(=O)N)=O